C(C1=CC=CC=C1)N(CC1=CC=CC=C1)CC(C(OCC(NCCOCCOCCNC(OC(C)(C)C)=O)=O)(C)C)F Tert-butyl (2-benzyl-4-fluoro-5,5-dimethyl-8-oxo-1-phenyl-6,12,15-trioxa-2,9-diazaheptadecan-17-yl)carbamate